COC(=O)C1(CCCCC1)NC(CC1(C(NC2=C(C=CC=C12)Br)=O)O)=O 1-(2-(7-Bromo-3-hydroxy-2-oxoindolin-3-yl)acetamido)cyclohexane-1-carboxylic acid methyl ester